C(C)(C)(C)C=1C=C(CCC(=S)[O-])C=C(C1O)C(C)(C)C 3,5-di-tert-butyl-4-hydroxybenzylthioacetate